(4-bromo-1-methyl-1H-pyrazol-5-yl)(3,3-difluoroazetidin-1-yl)methanone BrC=1C=NN(C1C(=O)N1CC(C1)(F)F)C